C1NC[C@H]2C1=CNC2 (3aR,6aR)-hexahydropyrrolo[3,4-c]pyrrole